1-[(2S)-2-{[(2S)-1-ethoxy-1-oxo-4-phenylbutan-2-yl]amino}propanoyl]-octahydro-1H-indole-2-carboxylic acid C(C)OC([C@H](CCC1=CC=CC=C1)N[C@H](C(=O)N1C(CC2CCCCC12)C(=O)O)C)=O